N-[(2-amino-3-fluoroquinolin-7-yl)methyl]-2-cyclopropyl-N-(4-fluoro-2-methanesulfonylphenyl)pyridine-4-carboxamide NC1=NC2=CC(=CC=C2C=C1F)CN(C(=O)C1=CC(=NC=C1)C1CC1)C1=C(C=C(C=C1)F)S(=O)(=O)C